NC1=C2C(=NC=N1)N(N=C2N2C(=C(C1=CC=CC=C21)Cl)C(=O)NC)C(C)(C)C (4-amino-1-tert-butyl-pyrazolo[3,4-d]pyrimidin-3-yl)-3-chloro-N-methyl-1H-indole-2-carboxamide